N-[2-[[(2S)-2-amino-5-guanidino-pentanoyl]amino]ethyl]-4-[[3-[2,3-difluoro-4-(2-pyridyloxy)phenyl]imidazo[1,2-a]pyrazin-8-yl]amino]-2-ethyl-benzamide N[C@H](C(=O)NCCNC(C1=C(C=C(C=C1)NC=1C=2N(C=CN1)C(=CN2)C2=C(C(=C(C=C2)OC2=NC=CC=C2)F)F)CC)=O)CCCNC(=N)N